C(=CC)C1=C(OC2=CC=C(C(=O)C3=CC=C(C=C3)OC3=C(C=CC=C3)C=CC)C=C2)C=CC=C1 4,4'-di[2-(1-propenyl)phenoxy]benzophenone